5,5-diethyl-3,3-difluoropyrrolidine-2,4-dione C(C)C1(C(C(C(N1)=O)(F)F)=O)CC